C1(CCC(N1OC(CCC)=O)=O)=O butanoic acid succinimidyl ester